carbazole-butanedione C1(=CC=CC=2C3=CC=CC=C3NC12)CC(C(C)=O)=O